5-(2-Methyl-3-phenyl-4,5,6,7-tetrahydro-2H-pyrazolo[3,4-c]pyridine-6-carbonyl)-2H-benzo[b][1,4]oxazin-3(4H)-one CN1N=C2CN(CCC2=C1C1=CC=CC=C1)C(=O)C1=CC=CC=2OCC(NC21)=O